(R)-N-(4-fluoro-2-(4-methylpiperazin-1-yl)-5-((6-(3-(3-phenoxyphenyl)isoxazolidin-2-yl)pyrimidin-4-yl)amino)phenyl)acrylamide FC1=CC(=C(C=C1NC1=NC=NC(=C1)N1OCC[C@@H]1C1=CC(=CC=C1)OC1=CC=CC=C1)NC(C=C)=O)N1CCN(CC1)C